6-chloropyrido[2,3-b]pyrazin-2-yl trifluoromethanesulfonate FC(S(=O)(=O)OC=1N=C2C(=NC1)N=C(C=C2)Cl)(F)F